O=C1NC(CCC1N1C(C2=CC=CC(=C2C1=O)NCC#C)=O)=O 2-(2,6-dioxopiperidin-3-yl)-4-(prop-2-yn-1-ylamino)isoindoline-1,3-dione